(8-chloro-2,3-dihydro-2-methyl-4H-1,4-benzoxazin-4-yl)[2-(1H-pyrazol-1-yl)-4-pyridinyl]-methanone ClC1=CC=CC=2N(CC(OC21)C)C(=O)C2=CC(=NC=C2)N2N=CC=C2